FC1=C(C(=CC=C1)F)NC(=S)N 1-(2',6'-difluorophenyl)thiourea